3-(4-Fluoro-3'-(4-(furan-3-yl)-6-(trifluoromethyl)pyrimidin-2-yl)-[1,1'-biphenyl]-3-yl)-1,2,4-thiadiazol-5(4H)-one FC1=C(C=C(C=C1)C1=CC(=CC=C1)C1=NC(=CC(=N1)C1=COC=C1)C(F)(F)F)C1=NSC(N1)=O